(R)-(3-Phenylpyrrolidin-1-yl)(5-(2,4,5-trifluoro-3-hydroxyphenyl)thiophen-2-yl)methanone C1(=CC=CC=C1)[C@@H]1CN(CC1)C(=O)C=1SC(=CC1)C1=C(C(=C(C(=C1)F)F)O)F